COC1=C(C=CC(=C1)OC)CN(C1=NC=C(C=C1)NC1=NC(=CC=C1[N+](=O)[O-])C1=CC=CC=C1)CC1CC2(CC(C2)C(=O)OC)C1 methyl 6-[[(2,4-dimethoxyphenyl)methyl-[5-[(3-nitro-6-phenyl-2-pyridyl) amino]-2-pyridyl]amino]methyl]spiro[3.3]heptane-2-carboxylate